N-(2-((R)-4-cyanothiazolidine-3-yl)-2-oxoethyl)-quinoline-4-carboxamide C(#N)[C@H]1N(CSC1)C(CNC(=O)C1=CC=NC2=CC=CC=C12)=O